((3-(dimethylamino)propyl)azanediyl)bis(decane-1,2-diyl) ditetradecanoate C(CCCCCCCCCCCCC)(=O)OC(CN(CC(CCCCCCCC)OC(CCCCCCCCCCCCC)=O)CCCN(C)C)CCCCCCCC